C(C)(C)(C)OC(=O)N1CCC2(CC1)C(C1=CC=CC(=C1C2)C)=O 4-methyl-1-oxo-1,3-dihydrospiro[indene-2,4'-piperidine]-1'-carboxylic acid tert-butyl ester